COCC[C@H](N)C(=O)OC methyl O-methylhomoserinate